CC([C@@H](C(=O)NC(CC(=O)O)C=O)NC(=O)C1=NC2=CC=CC=C2C=C1)C 3-((S)-3-methyl-2-(quinoline-2-carboxamido)butanamido)-4-oxobutanoic acid